O=C1NC(CCC1N1C(C2=CC=C(C=C2C1=O)N1CCN(CC1)CC1CN(C1)CCCC1=CC=C(C=C1)/C(=C(/CC)\C1=CC=CC=C1)/C1=CC=C(C=C1)O)=O)=O (E)-2-(2,6-dioxopiperidin-3-yl)-5-(4-((1-(3-(4-(1-(4-hydroxyphenyl)-2-phenylbut-1-en-1-yl)phenyl)propyl)azetidin-3-yl)methyl)piperazin-1-yl)isoindoline-1,3-dione